ClC1=C(C=CC=C1)C=1OC2=C(C(=CC(=C2C(C1)=O)O)O)[C@H]1[C@@H](N(CC1)C)CO 2-(2-chlorophenyl)-5,7-dihydroxy-8-[(2R,3S)-2-(hydroxymethyl)-1-methylpyrrolidin-3-yl]chromen-4-one